ortho-acetyl-pyridine C(C)(=O)C1=NC=CC=C1